7-cyano-4-(isopropylamino)-5H-pyrido[3,2-b]indole-3-carboxylic acid ethyl ester C(C)OC(=O)C1=C(C=2NC=3C=C(C=CC3C2N=C1)C#N)NC(C)C